N-(2,6-difluorophenyl)-5-fluoro-4-(3-oxo-5,6,7,8-tetrahydro[1,2,4]triazolo[4,3-a]pyridin-2(3H)-yl)-2-[(2S)-pent-2-yloxy]benzamide FC1=C(C(=CC=C1)F)NC(C1=C(C=C(C(=C1)F)N1N=C2N(CCCC2)C1=O)O[C@@H](C)CCC)=O